C(C)N1N=C(C(=C1)C1=NC(=NC=C1)SC)I 4-(1-ethyl-3-iodo-1H-pyrazol-4-yl)-2-(methylthio)pyrimidine